(S)-N-((1,4-dibromo-5,6,7,8-tetrahydroisoquinolin-3-yl)methylene)-2-methylpropan-2-sulfinamide BrC1=NC(=C(C=2CCCCC12)Br)C=N[S@@](=O)C(C)(C)C